o-aminotrifluoromethyl-acetophenone NC1=C(C=CC=C1)C(CC(F)(F)F)=O